4-(2-amino-6-methylphenyl)cyclohexan-1-one NC1=C(C(=CC=C1)C)C1CCC(CC1)=O